9,9-bis[3,5-di(2-hydroxypropoxy)phenyl]fluorene OC(COC=1C=C(C=C(C1)OCC(C)O)C1(C2=CC=CC=C2C=2C=CC=CC12)C1=CC(=CC(=C1)OCC(C)O)OCC(C)O)C